ClC1=CC(=CC(=N1)C1CCN(CC1)C(=O)OC(C)(C)C)N1CC(C1)(F)F tert-butyl 4-(6-chloro-4-(3,3-difluoroazetidin-1-yl)pyridin-2-yl)piperidine-1-carboxylate